ClC=1C=C2C=CN=C(C2=CC1)N[C@@H](C[C@@H]1CC[C@@H](CC1)C1=CC=NC2=CC=C(C=C12)F)C 6-chloro-N-((R)-1-((cis)-4-(6-fluoroquinolin-4-yl)cyclohexyl)propan-2-yl)isoquinolin-1-amine